CC=1C=C(C=NC1)C(CC(=O)OC(C)(C)C)=O tert-butyl 3-(5-METHYLPYRIDIN-3-yl)-3-oxopropanoate